C(CC)SC=1NC(C2=C(N1)NC(CC2C2=CC=C(C=C2)OC(F)(F)F)=O)=O 2-propylmercapto-5-(4-trifluoromethoxyphenyl)-5,6-dihydropyrido[2,3-d]pyrimidine-4,7(3H,8H)-dione